C[C@@H]1N(CCC1)C(=O)C=1C=CC=C2C(=NC=NC12)N 8-[(2S)-2-methylpyrrolidine-1-carbonyl]quinazolin-4-amine